Benzyl 4-(3-(3-amino-4-(7-((2-(trimethylsilyl)ethoxy)methyl)-7H-pyrrolo[2,3-d]pyrimidin-4-yl)-1H-pyrazol-1-yl)-3-(cyanomethyl)azetidin-1-yl)piperidine-1-carboxylate NC1=NN(C=C1C=1C2=C(N=CN1)N(C=C2)COCC[Si](C)(C)C)C2(CN(C2)C2CCN(CC2)C(=O)OCC2=CC=CC=C2)CC#N